FC=1C=C(C=CC1)[C@H](CNC(C)(C)[C@H]1C[C@H](CCC1)OC)O (R)-1-(3-Fluorophenyl)-2-((2-((1R,3S)-3-methoxycyclohexyl)propan-2-yl)amino)ethan-1-ol